C(C1CO1)OCCC[SiH2]OC γ-glycidoxypropylmethoxysilane